(2-(2-((S)-1-cyclopropyl-1-hydroxyethyl)pyrimidin-4-yl)-3-fluoro-5-methylpyridin-4-yl)((2r,5S)-4-((3,5-difluoropyridin-2-yl)methyl)-2,5-dimethylpiperazin-1-yl)methanone C1(CC1)[C@](C)(O)C1=NC=CC(=N1)C1=NC=C(C(=C1F)C(=O)N1[C@@H](CN([C@H](C1)C)CC1=NC=C(C=C1F)F)C)C